FC1=CC=C(C=C1)C(N1C[C@@H](N(C[C@H]1COCC)C1=CC(N(C=2C=CC(=NC12)C#N)C)=O)C)C1=CC=C(C=C1)F 8-((2S,5S)-4-(bis(4-fluorophenyl)methyl)-5-(ethoxymethyl)-2-methylpiperazin-1-yl)-5-methyl-6-oxo-5,6-dihydro-1,5-naphthyridine-2-carbonitrile